(3S,4S)-4-fluoro-3-(2-fluoro-4-(((1R,2R)-2-methylcyclopropyl)amino)-5-nitrobenzamido)piperidine-1-carboxylic acid tert-butyl ester C(C)(C)(C)OC(=O)N1C[C@@H]([C@H](CC1)F)NC(C1=C(C=C(C(=C1)[N+](=O)[O-])N[C@H]1[C@@H](C1)C)F)=O